C1C(=O)N=NO1 oxadiaZolone